FC1=NC=C(C(=O)O)C=C1 6-fluoro-nicotinic acid